N-(3-(2-chloro-3-(4-hydroxyamino-4-oxobutoxy)phenyl)anilino)benzisothiazol ClC1=C(C=CC=C1OCCCC(=O)NO)C=1C=C(NN2SC3=C(C2)C=CC=C3)C=CC1